(R)-6-bromo-2-Methyl-N-(1-(3-nitro-5-(trifluoromethyl)phenyl)ethyl)quinazolin-4-amine BrC=1C=C2C(=NC(=NC2=CC1)C)N[C@H](C)C1=CC(=CC(=C1)C(F)(F)F)[N+](=O)[O-]